1-methyl-1,6-diazaspiro[3.3]heptane TFA salt OC(=O)C(F)(F)F.CN1CCC12CNC2